1-(5-((1-(cyclohexylmethyl)piperidin-4-yl)methyl)benzo[d]isoxazol-3-yl)dihydropyrimidine-2,4(1H,3H)-dione C1(CCCCC1)CN1CCC(CC1)CC=1C=CC2=C(C(=NO2)N2C(NC(CC2)=O)=O)C1